(cis)-3-(5-bromo-7-(trifluoromethyl)-1H-benzo[d][1,2,3]triazol-1-yl)-1-methylcyclobutan-1-ol BrC1=CC2=C(N(N=N2)C2CC(C2)(O)C)C(=C1)C(F)(F)F